O=C1NC=CC=C1NC(=O)C=1NC(=CN1)C1=CC(=CC=C1)OC1=CC=CC=C1 N-(2-Oxo-1H-pyrid-3-yl)-5-(m-phenoxyphenyl)-1H-imidazole-2-carboxamide